N2-(2-(1-(Cyclopropylsulfonyl)-1H-pyrazol-4-yl)pyrimidin-4-yl)-5-(3,4-dihydro-2H-pyran-6-yl)-N4-isopropylpyridine-2,4-diamine C1(CC1)S(=O)(=O)N1N=CC(=C1)C1=NC=CC(=N1)NC1=NC=C(C(=C1)NC(C)C)C1=CCCCO1